CS(=O)(=O)CCCOC1=CC(=C(C(=N1)C)C=1C=C(COC2=CC=3CC4C(C3C=C2)C4C(=O)OCC)C=CC1)C 4-{3-[6-(3-methanesulfonyl-propoxy)-2,4-dimethyl-pyridin-3-yl]-benzyloxy}-1,1a,6,6a-tetrahydro-cyclopropa[a]indene-1-carboxylic acid, ethyl ester